FC1=C(C=CC(=C1)F)C1=CN=C(S1)C(=O)OCC ethyl 5-(2,4-difluorophenyl)thiazole-2-carboxylate